diacetoxyzirconium oxide [O-2].C(C)(=O)O[Zr+2]OC(C)=O